C1=NC=C(C2=CC=CC=C12)N1C(N(CC1C#N)C1=CC(=NC=C1)OC)=O 3-(isoquinolin-4-yl)-1-(2-methoxypyridin-4-yl)-2-oxoimidazolidine-4-carbonitrile